(2R)-2-(5-Fluoro-2-methoxypyridin-4-yl)-1-[(3S)-3-{[6-methyl-5-(2-methyl-2H-tetrazol-5-yl)pyridin-2-yl]amino}pyrrolidin-1-yl]propan-1-on FC=1C(=CC(=NC1)OC)[C@H](C(=O)N1C[C@H](CC1)NC1=NC(=C(C=C1)C=1N=NN(N1)C)C)C